cyclopropyl (4-chloro-2-(((2S)-3-hydroxy-4-(methylamino)-4-oxo-1-((S)-2-oxopyrrolidin-3-yl)butan-2-yl)carbamoyl)phenyl)carbamate ClC1=CC(=C(C=C1)NC(OC1CC1)=O)C(N[C@@H](C[C@H]1C(NCC1)=O)C(C(=O)NC)O)=O